C(C=C)(=O)N1CC(CCC1)C=1OC(=C(N1)C(=O)N)C1=CC=C(C=C1)OC1=CC=CC=C1 2-(1-acryloylpiperidine-3-yl)-5-(4-phenoxyphenyl)oxazole-4-carboxamide